CN(C1=CC=CC=C1)C(C)O[Si](OCC)(OCC)CCC N-methylanilino-propyltriethoxysilane